CC1(CC1)OC=1C=C2C(=NNC2=CC1)C1=NC=NC(=C1)C1CCNCC1 5-(1-methylcyclopropoxy)-3-[6-(4-piperidyl)pyrimidin-4-yl]-1H-indazole